1-(3-acetylphenyl)-3-(3-(2-ethoxyethyl)-4-oxo-3,4-dihydroquinazolin-6-yl)urea C(C)(=O)C=1C=C(C=CC1)NC(=O)NC=1C=C2C(N(C=NC2=CC1)CCOCC)=O